COC1=CC(=C(C=C1NC1=NC=NC(=C1)N1OCC[C@@H]1C1=CC(=CC=C1)OC1=CC(=CC=C1)C(F)(F)F)NC(C=C)=O)N1CCN(CC1)C (R)-N-(4-meth-oxy-2-(4-methyl-piperazin-1-yl)-5-((6-(3-(3-(3-(trifluoromethyl)-phenoxy)phenyl)-isoxazolidin-2-yl)-pyrimidin-4-yl)-amino)phenyl)-acrylamide